C(C)(=O)C1=NC=2N(C(N(C(C2N1C)=O)CC=1N(C2=CC=CC(=C2C1)Cl)C(=O)OC(C)(C)C)=O)CC tert-Butyl 2-((8-acetyl-3-ethyl-7-methyl-2,6-dioxo-2,3,6,7-tetrahydro-1H-purin-1-yl)methyl)-4-chloro-1H-indole-1-carboxylate